[Na+].[Na+].[Na+].[Na+].C(CN(CC(=O)[O-])CC(=O)[O-])N(CC(=O)[O-])CC(=O)[O-] ethylenediaminetetraacetic acid-tetrasodium salt